C1(CC1)C=1C(=NON1)C(=O)N[C@H](C(C1CC1)C1CC1)C=1OC2=C(N1)C=C(C=C2)[C@H](COC)N2C(N[C@@H](C2)C(F)(F)F)=O 4-cyclopropyl-N-((R)-2,2-dicyclopropyl-1-(5-((R)-2-methoxy-1-((S)-2-oxo-4-(trifluoromethyl)imidazolidin-1-yl)ethyl)benzo[d]oxazol-2-yl)ethyl)-1,2,5-oxadiazole-3-carboxamide